C(C)(=O)OC(C)CCC1=CC=CC=C1 4-PHENYL-2-BUTYL ACETATE